C[C@@H]1CN(C[C@@H](C1)NC1=C2C(=NC=C1C=1SC=CN1)N(C=C2)COCC[Si](C)(C)C)C(=O)OCC2=CC=CC=C2 benzyl (3S,5R)-3-methyl-5-((5-(thiazol-2-yl)-1-((2-(trimethylsilyl)ethoxy)methyl)-1H-pyrrolo[2,3-b]pyridin-4-yl)amino)piperidine-1-carboxylate